(S)-2-(dibenzo[b,d]furan-2-sulfonylamino)-4-fluoro-4-methylpentanoic acid ethyl ester C(C)OC([C@H](CC(C)(C)F)NS(=O)(=O)C1=CC2=C(OC3=C2C=CC=C3)C=C1)=O